2-(dibenzothiophen-4-yl)-4-(9,9-dimethylfluoren-2-yl)-6-(4'-Phenyl-1,1'-biphenyl-3-yl)-1,3,5-triazine C1=CC=C(C=2SC3=C(C21)C=CC=C3)C3=NC(=NC(=N3)C3=CC=2C(C1=CC=CC=C1C2C=C3)(C)C)C=3C=C(C=CC3)C3=CC=C(C=C3)C3=CC=CC=C3